tert-butyl (1-((4-(((2S,4R)-2-methyl-1-propionyl-1,2,3,4-tetrahydroquinolin-4-yl)amino)phenyl)carbamoyl)azetidin-3-yl)carbamate C[C@@H]1N(C2=CC=CC=C2[C@@H](C1)NC1=CC=C(C=C1)NC(=O)N1CC(C1)NC(OC(C)(C)C)=O)C(CC)=O